6-fluoro-4-(4,4,5,5-tetramethyl-1,3,2-dioxaborolan-2-yl)-5-((triisopropylsilyl)ethynyl)naphthalene-2-amine FC=1C(=C2C(=CC(=CC2=CC1)N)B1OC(C(O1)(C)C)(C)C)C#C[Si](C(C)C)(C(C)C)C(C)C